4-((4-oxaspiro[2.5]oct-7-yl)amino)-2-chloropyrimidine-5-carboxylic acid methyl ester COC(=O)C=1C(=NC(=NC1)Cl)NC1CCOC2(CC2)C1